Methyl (1S,4s)-4-(2-bromo-4-methoxy-5-(((1S,2R,3S,4R)-3-((3-((trifluoromethyl)sulfonyl)phenyl)carbamoyl)bicyclo[2.2.1]heptan-2-yl)carbamoyl)phenoxy)cyclohexane-1-carboxylate BrC1=C(OC2CCC(CC2)C(=O)OC)C=C(C(=C1)OC)C(N[C@@H]1[C@H]2CC[C@@H]([C@@H]1C(NC1=CC(=CC=C1)S(=O)(=O)C(F)(F)F)=O)C2)=O